CC1=CC(C2=CN3C(=NC2=C1)C(=CC=C3)C(=O)NCCN3CCCC3)=O 3-methyl-l-1-oxo-N-(2-pyrrolidin-1-ylethyl)pyrido[2,1-b]quinazoline-6-carboxamide